ClC=1C(=C(C=CC1)C1(CCNCC1)N(C1=CC=C2C=CC=NC2=C1)COCC[Si](C)(C)C)C N-(4-(3-chloro-2-methylphenyl)piperidin-4-yl)-N-((2-(trimethylsilyl)ethoxy)methyl)quinolin-7-amine